2,2'-methylenebis[6-(2H-benzotriazol-2-yl)-4-(hydroxymethyl)phenol] C(C1=C(C(=CC(=C1)CO)N1N=C2C(=N1)C=CC=C2)O)C2=C(C(=CC(=C2)CO)N2N=C1C(=N2)C=CC=C1)O